N-[(2RS)-1-chloro-3-(2-chloro-4-methylphenyl)propan-2-yl]-5-(3-cyclopropylphenoxy)-N'-hydroxypyridazine-4-carboximidamide ClC[C@@H](CC1=C(C=C(C=C1)C)Cl)NC(=NO)C1=CN=NC=C1OC1=CC(=CC=C1)C1CC1 |r|